Methyl 5-(difluoromethyl)-3-(2-(4-methylpiperazin-1-yl)ethoxy)thiophene-2-carboxylate FC(C1=CC(=C(S1)C(=O)OC)OCCN1CCN(CC1)C)F